(S)-6-(2,2-dimethyl-6-(2-methylpyridin-4-yl)morpholino)-2,3-dimethyl-8-(6-(trifluoromethyl)pyridin-3-yl)pyrido[3,4-d]pyrimidin-4(3H)-one CC1(O[C@H](CN(C1)C1=CC2=C(N=C(N(C2=O)C)C)C(=N1)C=1C=NC(=CC1)C(F)(F)F)C1=CC(=NC=C1)C)C